2-([1,1'-biphenyl]-4-yl)-4-chloro-6-(4-(6-phenyldibenzo[b,d]thiophen-4-yl)phenyl)-1,3,5-triazine C1(=CC=C(C=C1)C1=NC(=NC(=N1)Cl)C1=CC=C(C=C1)C1=CC=CC2=C1SC1=C2C=CC=C1C1=CC=CC=C1)C1=CC=CC=C1